CC=1SC=2N(C(C(=C(C2N1)N1C[C@H]([C@H](CC1)NC1=CC=C(C=C1)OC(F)(F)F)C)C#N)=O)C 2,4-dimethyl-7-[(3R,4S)-3-methyl-4-{[4-(trifluoromethoxy)phenyl]amino}piperidin-1-yl]-5-oxo-4H,5H-[1,3]thiazolo[5,4-b]pyridine-6-carbonitrile